(5S)-8-bromo-9-chloro-7-(2,6-difluorophenyl)-5-methyl-5H-pyrimido[1,2-a][1,4]benzodiazepine BrC1=C(C=CC2=C1C(=N[C@H](C=1N2CC=CN1)C)C1=C(C=CC=C1F)F)Cl